CC1=C(N=CN1C1=CC=CC=C1)C(=O)OCC ethyl 5-methyl-1-phenyl-1H-imidazole-4-carboxylate